3-isopropyl-2H,4H,6H-pyrazolo[4,3-d]pyrimidine-5,7-dione C(C)(C)C=1NN=C2C1NC(NC2=O)=O